(S)-2-(7-methyl-4-oxo-benzo[d][1,2,3]triazin-3(4H)-yl)-N-(1-p-tolylethyl)acetamide benzyl-N-[8-hydroxy-1-(7-hydroxyheptyl)octyl]-N-[2-(1-methylpyrrolidin-2-yl)ethyl]carbamate C(C1=CC=CC=C1)OC(N(CCC1N(CCC1)C)C(CCCCCCCO)CCCCCCCO)=O.CC=1C=CC2=C(N=NN(C2=O)CC(=O)N[C@@H](C)C2=CC=C(C=C2)C)C1